ClC=1C=C2C(=NN1)NC[C@@]1(N2C[C@@H](C1)OC1=NC=2CCN(CC2C=C1)C(=O)OC(C)(C)C)C(F)F tert-butyl 2-(((6aR,8R)-2-chloro-6a-(difluoromethyl)-5,6,6a,7,8,9-hexahydropyrrolo-[1',2':4,5]pyrazino[2,3-c]pyridazin-8-yl)oxy)-7,8-dihydro-1,6-naphthyridine-6(5H)-carboxylate